ClC1=CC=C(C=C1)C(C(=O)OC)(F)F methyl 2-(4-chlorophenyl)-2,2-difluoroacetate